2-((1R,2S)-2-(4-bromophenyl)cyclopropoxy)propane-1,3-diol BrC1=CC=C(C=C1)[C@H]1[C@@H](C1)OC(CO)CO